(2S,3S,4R,5R)-3,4-dihydroxyl-N-methyl-5-(6-(methylamino)-2-(pyridin-3-yl)-9H-purin-9-yl)tetrahydrofuran-2-carboxamide O[C@@H]1[C@H](O[C@H]([C@@H]1O)N1C2=NC(=NC(=C2N=C1)NC)C=1C=NC=CC1)C(=O)NC